(3-chloro-5-(difluoromethyl)-1-methyl-1H-pyrazol-4-yl)methanol ClC1=NN(C(=C1CO)C(F)F)C